C(C=C)OC=1C=C(C(=O)O)C=C(C1OCC1=CC=CC=C1)OCC1=CC=CC=C1 3-(Allyloxy)-4,5-bis(benzyloxy)benzoic acid